NC1=NC=2C(=CC=CC2C=2N1C=C(N2)C(=O)N2[C@H](CCC2)C(F)(F)F)OC (R)-(5-amino-7-methoxyimidazo[1,2-c]quinazolin-2-yl)(2-(trifluoromethyl)pyrrolidin-1-yl)methanone